hexahydro-1,3-oxazepin O1CNCCCC1